N-(5-(N-(1-cyclohexylethyl)sulfamoyl)-2,3-dihydro-1H-inden-1-yl)acetamide C1(CCCCC1)C(C)NS(=O)(=O)C=1C=C2CCC(C2=CC1)NC(C)=O